2,4-Dichloro-5-(1,3-dioxolan-2-yl)thiazole ClC=1SC(=C(N1)Cl)C1OCCO1